((disulfanediylbis(ethane-2,1-diyl))bis(methylazanediyl))bis(propane-3,1-diyl) bis(4,4-bis(((Z)-oct-5-en-1-yl)oxy)butanoate) C(CCC\C=C/CC)OC(CCC(=O)OCCCN(CCSSCCN(C)CCCOC(CCC(OCCCC\C=C/CC)OCCCC\C=C/CC)=O)C)OCCCC\C=C/CC